methyl (3S,3aR,8bR)-6-(benzyloxy)-8b-hydroxy-8-methoxy-3a-(4-methoxyphenyl)-1-oxo-3-phenyl-2,3,3a,8b-tetrahydro-1H-cyclopenta[b]benzofuran-2-carboxylate C(C1=CC=CC=C1)OC1=CC2=C([C@]3([C@@](O2)([C@@H](C(C3=O)C(=O)OC)C3=CC=CC=C3)C3=CC=C(C=C3)OC)O)C(=C1)OC